C(C1=CC=CC=C1)N1C[C@H]2[C@H](C1)CC(C2)(O)C2=CC=C(C=C2)C2=CC(=CC1=CC(=CC=C21)C2=CC=C(C=C2)C(F)(F)F)C(=O)OCC rac-Ethyl 4-(4-((3aR,6aR)-2-benzyl-5-hydroxyoctahydrocyclopenta[c]pyrrol-5-yl)phenyl)-7-(4-(trifluoromethyl)phenyl)-2-naphthoate